BrC=1N=C(N2C1CN(C=C2CC)C)CC 1-Bromo-3,5-diethyl-7-methyl-7,8-dihydroimidazo[1,5-a]pyrazin